2,6-dimethoxyphenol COC1=C(C(=CC=C1)OC)O